CC1=C(OC(C(=O)OCC)(C)C)C(=CC(=C1)CN1C(N(CC1=O)C1=CC(=C(C=C1)C(F)(F)F)F)=O)C Ethyl 2-(2,6-dimethyl-4-((3-(3-fluoro-4-(trifluoromethyl) phenyl)-2,5-dioxoimidazolin-1-yl) methyl) phenoxy)-2-methylpropionate